2,9-dimethyl-4,7-diphenyl-1,10-phenanthrolinedisulfonic acid CC1=CC(=C2C=CC3=C(C2=N1)NC(C(=C3C4=CC=CC=C4)S(=O)(=O)O)(C)S(=O)(=O)O)C5=CC=CC=C5